(4-Fluorophenyl)(p-tolyl)methanol tert-Butyl-(2-(5-fluoropyridin-3-yl)-4-methylthiazol-5-yl)carbamate C(C)(C)(C)N(C(=O)OC(C1=CC=C(C=C1)C)C1=CC=C(C=C1)F)C1=C(N=C(S1)C=1C=NC=C(C1)F)C